C(C)(C)(C)C1=C(C(=CC(=C1)CC1OC1)C(C)(C)C)O 2,6-di-t-butyl-4-[(2-oxiranyl)methyl]phenol